2-(2,4-dioxotetrahydropyrimidin-1(2H)-yl)-5-((4-(thiophen-3-yl)piperidin-1-yl)methyl)isoindoline-1,3-dione O=C1N(CCC(N1)=O)N1C(C2=CC=C(C=C2C1=O)CN1CCC(CC1)C1=CSC=C1)=O